CN(C(OC(C)(C)C)=O)[C@H](C(=O)NCCOC1=NC(=NC(=C1)NC=1SC(=CN1)C1=CC=CC=C1)C)C tert-butyl N-methyl-N-[(1S)-1-methyl-2-[2-[2-methyl-6-[(5-phenylthiazol-2-yl)amino]pyrimidin-4-yl]oxyethylamino]-2-oxo-ethyl]carbamate